C(C)(C)(C)OC(N(S(NC)(=O)=O)C1=CC=C(C=C1)CC1=NN(C(C2=CC(=C(C=C12)OC)OC)=O)C)=O (4-((6,7-dimethoxy-3-methyl-4-oxo-3,4-dihydro-phthalazin-1-yl)methyl)phenyl)-N-methylsulfamoylcarbamic acid tert-butyl ester